(Z)-4-(hex-3-en-1-yloxy)-2-hydroxy-3,6-dimethylbenzoic acid methyl ester COC(C1=C(C(=C(C=C1C)OCC\C=C/CC)C)O)=O